C(C1=CC=CC=C1)N1C=C2N(C(NC(=C2C=C1)N1[C@H](CN([C@@H](C1)C)C(=O)OC(C)(C)C)C)=O)C1=C(C=CC=C1)C(C)C 7-benzyl-4-((2S,5R)-4-(tert-butoxycarbonyl)-2,5-dimethylpiperazin-1-yl)-1-(2-isopropylphenyl)-2-oxo-1,2-dihydropyrido[3,4-d]pyrimidine